C(N)(OCCCCCCCCCCCCCCCCCCCCCCCCCCCCCC)=O n-triacontyl carbamate